2-(1-(4-methoxybenzyl)-5-(methylamino)-1H-pyrazol-3-yl)-N-(1-methylpiperidin-4-yl)-1-(2,2,2-trifluoroethyl)-1H-indol-4-amine COC1=CC=C(CN2N=C(C=C2NC)C=2N(C=3C=CC=C(C3C2)NC2CCN(CC2)C)CC(F)(F)F)C=C1